bis(4-((3-amino-5-chloropyrazin-2-yl)thio)-3-chloropyridin-2-yl)carbamic acid tert-butyl ester C(C)(C)(C)OC(N(C1=NC=CC(=C1Cl)SC1=NC=C(N=C1N)Cl)C1=NC=CC(=C1Cl)SC1=NC=C(N=C1N)Cl)=O